N1N=CC2=CC(=CC=C12)C#CC1=NC(=NC=C1)C1=NC(=NC=C1)N1CC=2C=NC(=CC2C1)OCC(=O)N(C)C 2-((2-(4-((1H-indazol-5-yl)ethynyl)-[2,4'-bipyrimidine]-2'-yl)-2,3-dihydro-1H-pyrrolo[3,4-c]Pyridin-6-yl)oxy)-N,N-dimethylacetamide